FC1=C(C=C(C=C1F)F)C1=CC=C(N=N1)NC1CC2C(CNC2)C1 N-(6-(2,3,5-trifluorophenyl)pyridazin-3-yl)octahydrocyclopenta[c]pyrrol-5-amine